FC1=C(C=CC(=C1)O)NC(OCCCC)=O Butyl N-(2-fluoro-4-hydroxy-phenyl)carbamate